FC1(C=2N(CC3(CC1)OC3)N=C3C2CN([C@@H](C3)C)C(=O)OC(C)(C)C)F (3'R)-tert-Butyl 11',11'-difluoro-3'-methyl-3',4',7',9',10',11'-hexahydrospiro[oxirane-2,8'-pyrido[4',3':3,4]pyrazolo[1,5-a]azepine]-2'(1'H)-carboxylate